C(CCCCCCCCCCCC)N(C)C Tridecyldimethylamine